OC(CS(=O)(=O)O)CN1CCN(CC1)CCO 2-hydroxy-3-[4-(2-Hydroxyethyl)-piperazin-1-yl]propane-1-sulfonic acid